CC1=CC=C(C=C1)COCCC 1-methyl-4-(propoxymethyl)benzene